O[C@]1(CCN(CC12CCCC2)C(=O)N2C(CS(CC2)(=O)=N)C2=CC=CC=C2)CN2C=NC(=CC2=O)C2=CC=CC=C2 3-(((10S)-10-Hydroxy-7-(1-imino-1-oxido-3-phenyl-1λ6-thiomorpholine-4-carbonyl)-7-azaspiro[4.5]decan-10-yl)methyl)-6-phenylpyrimidin-4(3H)-one